N-(cyclopropylmethyl)cyclopropylamine C1(CC1)CNC1CC1